CCCCCCCCCCCCCCCCCC(=O)O[C@H](COC(=O)CCC/C=C\C/C=C\C/C=C\C/C=C\CCCCC)COP(=O)(O)OC[C@H](CO)O 1-(5Z,8Z,11Z,14Z-eicosatetraenoyl)-2-octadecanoyl-glycero-3-phospho-(1'-sn-glycerol)